4-[(5-carboxypentyl)oxy]-6-sulfo-1-(4-sulfobutyl)-2,3,3-trimethyl-benz(e)indolium C(=O)(O)CCCCCOC1=CC2=C(C=3C(=C([N+](C13)(C)C)C)CCCCS(=O)(=O)O)C=CC=C2S(=O)(=O)O